C(C)(C)(C)C1=NN2C(N(C(C=3C2=NOC3C)=O)CC(=O)NC3=NC=C(C=C3)F)=C1 2-(7-(tert-butyl)-3-methyl-4-oxoisoxazolo[4,3-e]pyrazolo[1,5-a]pyrimidin-5(4H)-yl)-N-(5-fluoropyridin-2-yl)acetamide